CN(C)[Sn](C(C)C)(N(C)C)N(C)C tris(dimethylamino)isopropyltin